FC1(OC2=C(O1)C=CC(=C2)C2(CC2)C(=O)NC2=CC=C(C(=N2)C=2C=C(C(=O)NCCOCCNC(OC(C)(C)C)=O)C=CC2)C)F tert-butyl (2-(2-(3-(6-(1-(2,2-difluorobenzo[d][1,3]dioxol-5-yl)cyclopropane-1-carboxamido)-3-methylpyridin-2-yl)benzamido)ethoxy)ethyl)carbamate